(S)-10-Ethyl-6-fluoro-2-methyl-7-(6-(3-(piperidin-1-yl)propoxy)pyridin-3-yl)-9,10-Dihydro-8-oxa-2,4,10a-triazanaphtho[2,1,8-cde]azulene-1(2H)-one C(C)[C@H]1COC2=C3C4=C(N(C(N14)=O)C)C=NC3=CC(=C2C=2C=NC(=CC2)OCCCN2CCCCC2)F